FC1(C2(CC1(C2)C2=CC=CC=C2)CN2C(C(N(CC2)C2(CCC2)C)=O)=O)F 1-((2,2-difluoro-3-phenylbicyclo[1.1.1]pentan-1-yl)methyl)-4-(1-methylcyclobutyl)piperazine-2,3-dione